CN(C)CCOC=1C=C2C(=NC(=NC2=CC1)NC1=CC=C(C=C1)N1CCNCC1)C(F)(F)F 6-(2-(N,N-dimethylamino))ethoxy-N-(4-(piperazin-1-yl)phenyl)-4-trifluoromethylquinazolin-2-amine